3-methyl-1,2-thiazole-5-sulfonyl chloride CC1=NSC(=C1)S(=O)(=O)Cl